FC1=CC=C(C=C1)C(=O)C1=CNC=2N=C(N=C(C21)N[C@H](CO)CC(C)C)NC2=CC=C(C=C2)N2CCN(CC2)C (S)-(4-fluorophenyl)(4-((1-hydroxy-4-methylpentane-2-yl)amino)-2-((4-(4-methylpiperazin-1-yl)phenyl)amino)-7H-pyrrolo[2,3-d]pyrimidin-5-yl)methanone